COCCNC=1SC(=CN1)C(=O)N [(2-methoxyethyl)amino]-1,3-thiazole-5-carboxamide